COC(=O)C1=C(C2=C(CCC3=CN(N=C23)CC2=NC=CC=C2)O1)C1CC1 8-cyclopropyl-2-[(pyridin-2-yl)methyl]-4,5-dihydro-2H-furo[2,3-g]indazole-7-carboxylic acid methyl ester